NC1=C(C=C(C=C1Br)C(=O)OC)C#CC1=CCCN(C1)C(=O)OC(C)(C)C tert-butyl 5-((2-amino-3-bromo-5-(methoxycarbonyl)phenyl)ethynyl)-3,6-dihydropyridine-1(2H)-carboxylate